tert-butyl 2-[(5-chloro-2,4-difluoro-phenyl)-methyl-carbamoyl]-2,3-dihydropyrrolo[3,2-c]pyridine-1-carboxylate ClC=1C(=CC(=C(C1)N(C(=O)C1CC=2C=NC=CC2N1C(=O)OC(C)(C)C)C)F)F